Cl.C1(=C(C=CC=C1)CCN1CCC(CC1)[C@H](C(=O)N1CCN(CC1)CC1=C(C=CC=C1F)OCC)N)C1=CC=CC=C1 (R)-2-(1-(2-([1,1'-biphenyl]-2-yl)ethyl)piperidin-4-yl)-2-amino-1-(4-(2-ethoxy-6-fluorobenzyl)piperazin-1-yl)ethan-1-one hydrochloride